C1(=NC=CC2=CC=CC=C12)C(C)(C)NC(C[C@H]1N(CCC1)C(=O)OC(C)(C)C)=O tert-butyl (S)-2-(2-((2-(isoquinolin-1-yl)propan-2-yl)amino)-2-oxoethyl)pyrrolidine-1-carboxylate